4-Acetylanisole C(C)(=O)C1=CC=C(C=C1)OC